C(#N)C1=CC(=NC=C1)S(=O)(=O)NC1CC(C1)NC1=C2C(=NC=C1C=1OC=C(N1)S(=O)(=O)C)NC=C2 4-cyano-N-((1s,3s)-3-((5-(4-(methylsulfonyl)oxazol-2-yl)-1H-pyrrolo[2,3-b]pyridin-4-yl)amino)cyclobutyl)pyridine-2-sulfonamide